FC(C1=CC=C(CN)C=C1)(F)F 4-(trifluoromethyl)benzyl-amine